C(C)(C)N1N=C(C=2C1=NC=NC2N)C2=CC1=CC=C(C=C1C=C2)OCC2=C(C=CC=C2)C 1-isopropyl-3-(6-(2-methylbenzyloxy)naphthalen-2-yl)-1H-pyrazolo[3,4-d]pyrimidin-4-amine